[Si](C)(C)(C(C)(C)C)O[C@@H]([C@@H](C(=O)O)NC(=O)OCC1C2=CC=CC=C2C=2C=CC=CC12)C (2S,3R)-3-[tert-butyl(dimethyl)silyl]oxy-2-(9H-fluoren-9-ylmethoxycarbonylamino)butanoic acid